COC(N[C@H](C(=O)NC=1C(N(C=CC1)CC=1SC2=C(N1)C=CC=C2OCC(F)F)=O)CC\C=C\C(=O)N)=O Methyl-(S,E)-(7-amino-1-((1-((7-(2,2-difluoroethoxy)benzo[d]thiazol-2-yl)methyl)-2-oxo-1,2-dihydropyridin-3-yl)amino)-1,7-dioxohept-5-en-2-yl)carbamat